2-(5-(5-methyl-2-(2H-1,2,3-triazol-2-yl)benzoyl)hexahydropyrrolo[3,4-c]pyrrol-2(1H)-yl)-6,7-dihydro-3H-cyclopenta[d]pyrimidin-4(5H)-one CC=1C=CC(=C(C(=O)N2CC3C(C2)CN(C3)C=3NC(C2=C(N3)CCC2)=O)C1)N1N=CC=N1